ClC1=CC=2N(N=C1)C(=CN2)C=O 7-chloroimidazo[1,2-b]pyridazine-3-carbaldehyde